ClC=1C=C(C(N(N1)C)=O)NCC1=CC=C(C=C1)C=1N(C=C(N1)C(F)(F)F)C(C)C 6-chloro-4-((4-(1-isopropyl-4-(trifluoromethyl)-1H-imidazol-2-yl)benzyl)amino)-2-methylpyridazin-3(2H)-one